N-[5-[[2-(3-cyano-1-piperidyl)acetyl]amino]-2-methyl-3-pyridyl]-6-(1-methylpyrazol-4-yl)triazolo[1,5-a]pyridine-3-carboxamide C(#N)C1CN(CCC1)CC(=O)NC=1C=C(C(=NC1)C)NC(=O)C=1N=NN2C1C=CC(=C2)C=2C=NN(C2)C